5,11-dihydro-6H-pyrido[2,3-b][1,4]benzodiazepin-6-one N1=CC=CC2=C1NC1=C(C(N2)=O)C=CC=C1